ClC=1C(=CC=C2N=CC(=NC12)C=1C=NN(C1)CC1N(CCOC1)C)OC=1C=CC2=C(NC(=N2)C)C1 3-((4-(8-Chloro-7-((2-methyl-1H-benzo[d]imidazol-6-yl)oxy)quinoxalin-2-yl)-1H-pyrazol-1-yl)methyl)-4-methylmorpholine